(S)-2-(2-((tert-Butoxycarbonyl)amino)-N-methyl-3-phenylpropionylamino)acetic acid 2,5-dioxopyrrolidin-1-yl ester O=C1N(C(CC1)=O)OC(CN(C)C([C@H](CC1=CC=CC=C1)NC(=O)OC(C)(C)C)=O)=O